C(C)(C)(C)C1=CC(=C(C=C1)OCC1CC1)I 4-tert-butyl-1-(cyclopropylmethoxy)-2-iodo-benzene